CC1(CNC(C2=CC=C(C=C12)C1=CNC2=NC=C(C=C21)CN2CCN(CC2)C)=O)C 4,4-dimethyl-6-(5-((4-methylpiperazin-1-yl)methyl)-1H-pyrrolo[2,3-b]pyridin-3-yl)-3,4-dihydroisoquinolin-1(2H)-one